2-[[1-[(2-Chlorophenyl)methyl]-5-[3-(morpholinomethyl)phenyl]pyrazol-3-yl]methoxy]-2-methyl-propanoic acid ClC1=C(C=CC=C1)CN1N=C(C=C1C1=CC(=CC=C1)CN1CCOCC1)COC(C(=O)O)(C)C